(2S)-2-(2-hydroxy-5-oxo-3-propyl-2,5-dihydro-1H-pyrrol-1-yl)butyramide OC1N(C(C=C1CCC)=O)[C@H](C(=O)N)CC